3-sulfhydryl-1,2-butanediol SC(C(CO)O)C